Racemic-tert-butyl 8,9-difluoro-1-(N-methyl-5-(methylsulfonyl)-1H-indole-2-carboxamido)-6-oxo-1,4,5,6-tetrahydrobenzo[c][1,7]naphthyridine-3(2H)-carboxylate FC=1C(=CC2=C(C(NC=3CN(C[C@@H](C23)N(C(=O)C=2NC3=CC=C(C=C3C2)S(=O)(=O)C)C)C(=O)OC(C)(C)C)=O)C1)F |r|